BrC1=CC(=C(C2=C1C=C(O2)C)C#N)F 4-Bromo-6-fluoro-2-methylbenzofuran-7-carbonitrile